FC(C1=NC(=NO1)C=1C=C2CC[C@@]3(NC(OC3)=O)C2=CC1)F (R)-5-(5-(difluoromethyl)-1,2,4-oxadiazol-3-yl)-2,3-dihydrospiro[indene-1,4'-oxazolidin]-2'-one